C(CCC)OC(NS(=O)(=O)C=1SC(=CC1C1=CC(=C(C=C1)CN1C=NC=C1)C#N)CC(C)C)=O.ClC1=NC2=CC=C(C=C2C=C1)C1=CC2=CN(N=C2C(=C1)C)C 2-chloro-6-(2,7-dimethylindazol-5-yl)quinoline Butyl-((3-(4-((1H-imidazol-1-yl)methyl)-3-cyanophenyl)-5-isobutylthiophen-2-yl)sulfonyl)carbamate